(N,N-dimethylaminomethylidene)amin CN(C)C=N